1,2,4,5-tetra(pyridine-3-yl)benzene N1=CC(=CC=C1)C1=C(C=C(C(=C1)C=1C=NC=CC1)C=1C=NC=CC1)C=1C=NC=CC1